C(C)(C)(C)C=1C(=C(C=CC1)C1=C(C(=CC=C1)N)C)Cl tert-butyl-(3'-amino-2-chloro-2'-methyl-[1,1'-biphenyl])